6-hydroxy-5'-methyl-4-pentyl-2'-(prop-1-en-2-yl)-[1,1'-biphenyl]-2-yl propyl methylphosphonate CP(OC1=C(C(=CC(=C1)CCCCC)O)C1=C(C=CC(=C1)C)C(=C)C)(OCCC)=O